7-[3-(4-carbamoyl-2-methoxy-6-nitro-anilino)propoxy]-2-[(2-ethyl-5-methyl-pyrazole-3-carbonyl)amino]-1-methyl-benzimidazole-5-carboxamide C(N)(=O)C1=CC(=C(NCCCOC2=CC(=CC3=C2N(C(=N3)NC(=O)C=3N(N=C(C3)C)CC)C)C(=O)N)C(=C1)[N+](=O)[O-])OC